C1(CC1)N1C(=NC=C1)S(=O)O[Li] (1-cyclopropylimidazol-2-yl)sulfinyloxylithium